O=C1CC2=NC=CC=C2N1 2-oxo-2,3-dihydro-1H-pyrrolo[3,2-B]pyridine